BrCC1=CC(=CC=C1)C(F)(F)F 1-(bromomethyl)-3-(trifluoromethyl)-benzene